FC(OC=1C=2N(C=C(C1)C(F)(F)F)C[C@]1(CCCC3=C(C=CC=C13)C(F)(F)F)N2)F |r| rac-8-(difluoromethoxy)-5',6-bis(trifluoromethyl)-3',4'-dihydro-2'H,3H-spiro[imidazo[1,2-a]pyridine-2,1'-naphthalene]